C(C)C1=NC2=C(N1C1=NC(=C3N=C(N(C3=N1)C)CN1C(CN(CC1)C(CCCCCCC(=O)NO)=O)=O)N1CCOCC1)C=CC=C2 8-(4-((2-(2-Ethyl-1H-benzo[d]imidazol-1-yl)-9-methyl-6-morpholino-9H-purin-8-yl)methyl)-3-oxopiperazin-1-yl)-N-hydroxy-8-oxooctanamide